(S)-3-amino-4-(3,4-dichlorophenyl)butanoic acid N[C@H](CC(=O)O)CC1=CC(=C(C=C1)Cl)Cl